C(OC(C)CCl)([O-])=O chloromethyl-ethyl carbonate